1-morpholinoisoquinoline O1CCN(CC1)C1=NC=CC2=CC=CC=C12